ClC1=NC(=NC(=C1)C)I 4-Chloro-2-iodo-6-methylpyrimidine